N-((3R,4S)-6-Fluoro-3-((R)-2-Methylmorpholino)Chroman-4-Yl)-6-(Trifluoromethyl)-7H-Pyrrolo[2,3-D]Pyrimidin-4-Amine FC=1C=C2[C@@H]([C@H](COC2=CC1)N1C[C@H](OCC1)C)NC=1C2=C(N=CN1)NC(=C2)C(F)(F)F